OCC1=CC=C(N1C)C#CC#CC1=CC=C(C(=O)NC(C(=O)[O-])CC)C=C1 4-((5-(hydroxymethyl)-1-methyl-1H-pyrrol-2-yl)buta-1,3-diynyl)benzamidobutanoate